BrC=1C=C(C=C2[C@@H](CCOC12)NCCCNC1=CC(C2=C(N1)C=CS2)=O)Cl 5-[3-((R)-(+)-8-Bromo-6-chloro-chroman-4-ylamino)-propylamino]-4H-thieno[3,2-b]pyridine-7-one